C(=O)C1=CC=C2CCCN(C2=N1)C(=O)NC1=NC=C(C(=C1)OC(C)C)CCC=1C=NC=CC1 7-formyl-N-(4-isopropoxy-5-(2-(pyridin-3-yl)ethyl)pyridin-2-yl)-3,4-dihydro-1,8-naphthyridine-1(2H)-carboxamide